6-methyl-2H-[1,4'-bipyridine]-2-one CC1=CC=CC(N1C1=CC=NC=C1)=O